C[C@@H](C(=O)NC1=NC=CC=C1C1=CC=NC=C1)C=C ((R)-2-methylbut-3-enamido)-[3,4'-bipyridine]